N-(5-(3-(9H-purin-6-yl)pyridin-2-ylamino)-2-fluorophenyl)-3-(trifluoromethyl)benzamid N1=CN=C2NC=NC2=C1C=1C(=NC=CC1)NC=1C=CC(=C(C1)NC(C1=CC(=CC=C1)C(F)(F)F)=O)F